Tetracosyl-phosphoric acid C(CCCCCCCCCCCCCCCCCCCCCCC)OP(O)(O)=O